2-(2-fluorobenzyl)-6-(phenylsulfonyl)phthalazin-1(2H)-one FC1=C(CN2C(C3=CC=C(C=C3C=N2)S(=O)(=O)C2=CC=CC=C2)=O)C=CC=C1